ClC=1C=CC=C2C=CC=C(C12)N1CCC=2C(=CC(=NC2C1)OC[C@H]1N(CCC1)C)N1C[C@@H](NCC1)CC#N ((S)-4-(7-(8-chloronaphthalen-1-yl)-2-(((S)-1-methylpyrrolidin-2-yl)methoxy)-5,6,7,8-tetrahydro-1,7-naphthyridin-4-yl)piperazin-2-yl)acetonitrile